1H-benzotriazolecarboxylic acid C1=CC2=NNN=C2C=C1C(=O)O